1,5-naphthyridin-2-ylmethanone N1=C(C=CC2=NC=CC=C12)C=O